4,5-difluoroisoindolin-1-one FC1=C2CNC(C2=CC=C1F)=O